C(C)(C)(C)OC(=O)NCC1=C(C=C(C=C1)C1=C(N=CS1)C)CCCN1CCN(CC1)CC[C@H](CSC1=CC=CC=C1)NC(OCC1C2=CC=CC=C2C=2C=CC=CC12)=O 9H-fluoren-9-ylmethyl N-[(1R)-3-[4-[3-[2-[(tert-butoxycarbonylamino) methyl]-5-(4-methylthiazol-5-yl)phenyl]propyl]piperazin-1-yl]-1-(phenylsulfanylmethyl)propyl]carbamate